3-(5-(3-hydroxypropan-1-yn-1-yl)-1-oxoisoindolin-2-yl)piperidine-2,6-dione OCC#CC=1C=C2CN(C(C2=CC1)=O)C1C(NC(CC1)=O)=O